2-chloro-5-{[(cyclopropylcarbonyl)amino]methyl}-N-(1-phenyl-1H-indazol-4-yl)benzamide ClC1=C(C(=O)NC2=C3C=NN(C3=CC=C2)C2=CC=CC=C2)C=C(C=C1)CNC(=O)C1CC1